1-(2-azaspiro[3.3]heptane-2-carbonyl)azetidin-3-yl (1-(4-(2,6-dioxopiperidin-3-yl)-3,5-difluorophenyl)azetidin-3-yl)carbamate O=C1NC(CCC1C1=C(C=C(C=C1F)N1CC(C1)NC(OC1CN(C1)C(=O)N1CC2(C1)CCC2)=O)F)=O